NC1=NN2C(C=CC(=C2)C=2C=CC(=C(C2)N2OCC[C@H]2C2=CC=CC=C2)C)=N1 (S)-N-(5-(2-amino-[1,2,4]triazolo[1,5-a]pyridin-6-yl)-2-methylphenyl)-3-phenylisoxazolidine